benzyl (2S)-2-(cyanomethyl)-4-(2-[[(2R)-1-ethylpyrrolidin-2-yl]methoxy]-7-(1-naphthyl)-6,8-dihydro-5H-pyrido[3,4-d]pyrimidin-4-yl)piperazine-1-carboxylate C(#N)C[C@@H]1N(CCN(C1)C=1C2=C(N=C(N1)OC[C@@H]1N(CCC1)CC)CN(CC2)C2=CC=CC1=CC=CC=C21)C(=O)OCC2=CC=CC=C2